C1(CCCCC1)SCC(CCCCC(CCCCC(CSC1CCCCC1)CCCCCCCCCC(=O)[O-])=O)CCCCCCCCCC(=O)[O-] 1,13-bis(cyclohexylthio)-7-oxotridecane-2,12-diylbis(decanoate)